BrC=1C=C(C=CC1C)C=1C=C2C(=NC1)NC=C2CC 5-(3-bromo-4-methylphenyl)-3-ethyl-1H-pyrrolo[2,3-b]pyridine